FC([C@@H](C1=CC=C(C=C1)F)NS(=O)(=O)C=1C=C2C(=CN1)N(C=C2)C(=O)OC(C)(C)C)(F)F tert-butyl (R)-5-(N-(2,2,2-trifluoro-1-(4-fluorophenyl)ethyl)sulfamoyl)-1H-pyrrolo[2,3-c]pyridine-1-carboxylate